P([O-])(=O)(N)N PHOSPHORDIAMIDAT